naphthyl[(dimethylfluorenyl)phenyl]anthracene-d8 C1(=CC=CC2=CC=CC=C12)C1=C2C(=C(C(=C(C2=C(C=2C(=C(C(=C(C12)[2H])[2H])[2H])[2H])[2H])[2H])[2H])[2H])C1=C(C=CC=C1)C1=C(C(=CC=2C3=CC=CC=C3CC12)C)C